1,1,1,3,3,3-hexafluoro-propan-2-yl (R or S)-1-(thiazol-5-ylcarbamoyl)-6-azaspiro[2.5]octane-6-carboxylate S1C=NC=C1NC(=O)[C@@H]1CC12CCN(CC2)C(=O)OC(C(F)(F)F)C(F)(F)F |o1:8|